trans-4,5-dichloro-2-[4-(4-fluoro-N-isopropyl-anilino)cyclohexyl]pyridazin-3-one ClC=1C(N(N=CC1Cl)[C@@H]1CC[C@H](CC1)N(C1=CC=C(C=C1)F)C(C)C)=O